trans-thujane C12(CCC(C1C2)C)C(C)C